tert-butyl ((trans)-4-((3-((Z)-N'-(2-chlorophenyl)carbamimidoyl)-6-(1-methyl-1H-pyrazol-4-yl)pyrrolo[1,2-b]pyridazin-4-yl)amino)cyclohexyl)carbamate ClC1=C(C=CC=C1)\N=C(/N)\C1=C(C=2N(N=C1)C=C(C2)C=2C=NN(C2)C)N[C@@H]2CC[C@H](CC2)NC(OC(C)(C)C)=O